lysine pentadecanedicarboxylate salt C(CCCCCCCCCCCCCC)(C(=O)O)C(=O)O.N[C@@H](CCCCN)C(=O)O